2-fluoro-5-((6-fluoro-4-(methylsulfinyl)-1-toluenesulfonyl-1H-indol-5-yl)oxy)benzonitrile FC1=C(C#N)C=C(C=C1)OC=1C(=C2C=CN(C2=CC1F)S(=O)(=O)CC1=CC=CC=C1)S(=O)C